dimethyl 2-(bis(4-(t-butyl) phenyl) amino)-5-bromoisophthalate C(C)(C)(C)C1=CC=C(C=C1)N(C1=C(C(=O)OC)C=C(C=C1C(=O)OC)Br)C1=CC=C(C=C1)C(C)(C)C